(9H-fluoren-9-yl)methyl (S)-(1-(((4-nitrophenoxy)carbonyl)oxy)-3-phenylpropan-2-yl)carbamate [N+](=O)([O-])C1=CC=C(OC(=O)OC[C@H](CC2=CC=CC=C2)NC(OCC2C3=CC=CC=C3C=3C=CC=CC23)=O)C=C1